C(#N)C1=CC=C(C=C1)C1CCN(CC1)C(=O)C=1C=CC(=C(C1)NC(=S)C(C(=O)N)(C)C)C ((5-(4-(4-cyanophenyl)piperidine-1-carbonyl)-2-methylphenyl)thiocarbamoyl)isobutyramide